3-(2-Chloro-4-fluoro-5-(3-methyl-2,6-dioxo-4-trifluoromethyl-3,6-dihydropyrimidin-1(2H)-yl)phenyl)-5-methyl-4,5-dihydroisoxazol ClC1=C(C=C(C(=C1)F)N1C(N(C(=CC1=O)C(F)(F)F)C)=O)C1=NOC(C1)C